N-(3-(4-Benzamidophenyl)-1-methyl-1H-pyrazol-5-yl)-4-benzoylbenzamide C(C1=CC=CC=C1)(=O)NC1=CC=C(C=C1)C1=NN(C(=C1)NC(C1=CC=C(C=C1)C(C1=CC=CC=C1)=O)=O)C